2-(4-nitrophenyl)-5,7-dihydrofuro[3,4-b]Pyridine-3-carboxylic acid methyl ester COC(=O)C=1C=C2C(=NC1C1=CC=C(C=C1)[N+](=O)[O-])COC2